FC1=C(C=C(C=C1)C=CC(=O)C1=CC=C(C=C1)N1CCC(CC1)O)C 3-(4-Fluoro-3-methylphenyl)-1-[4-(4-hydroxypiperidin-1-yl)phenyl]prop-2-en-1-one